BrC=1C(=CC(=C(C1)CO)I)F (5-bromo-4-fluoro-2-iodophenyl)methanol